(E)-methyl pivalate C(C(C)(C)C)(=O)OC